ClC1=CC(=C(C=C1)C1=CN=C(N=N1)S(=O)(=O)C)OCOC 6-[4-chloro-2-(methoxymethoxy)phenyl]-3-methylsulfonyl-1,2,4-triazine